N1(CCCCC1)C(C(=O)O)C piperidin-1-yl-propionic acid